2-(4-(tert-butyl)-1H-1,2,3-triazol-1-yl)-N-(4-(7-((1-ethylpiperidin-4-yl)methoxy)-6-methoxyquinazolin-4-yl)phenyl)acetamide C(C)(C)(C)C=1N=NN(C1)CC(=O)NC1=CC=C(C=C1)C1=NC=NC2=CC(=C(C=C12)OC)OCC1CCN(CC1)CC